5-(p-tolyl)furan-2(3H)-one C1(=CC=C(C=C1)C1=CCC(O1)=O)C